tert-Butyl (2,3-dihydrobenzofuran-3-yl)(methyl)carbamate O1CC(C2=C1C=CC=C2)N(C(OC(C)(C)C)=O)C